C1(=CC=C(C=C1)N(C1=CC2=C(C=CS2)C=C1)C1=CC=C(C=C1)C)C N,N-Di-p-tolylbenzothiophen-6-amine